1-(5-(2-methoxypyrimidin-5-yl)pyridin-2-yl)-3-((1S)-1-phenylethyl)urea COC1=NC=C(C=N1)C=1C=CC(=NC1)NC(=O)N[C@@H](C)C1=CC=CC=C1